ClC=1C=C(C=CC1F)NC(=O)C1=C(N=CN1C)C1CC2CC(CC2C1)(O)C1=CC=NN1CC N-(3-chloro-4-fluorophenyl)-4-(5-(1-ethyl-1H-pyrazol-5-yl)-5-hydroxyoctahydropentalen-2-yl)-1-methyl-1H-imidazole-5-carboxamide